Ethyl-2-(2,5-dimethyl-1H-pyrrol-1-yl)thiazol C(C)C=1N=C(SC1)N1C(=CC=C1C)C